COC(=O)C1=CC=2CC=3C(=NC2C=C1)C1=CC=CC=C1C3 10H-indeno[1,2-b]Quinoline-8-carboxylic acid methyl ester